C(CCCCCCCCCCC)(=O)OC[C@@H](OC(CCCCCCCCCCCC)=O)COP(=O)([O-])OCC[N+](C)(C)C 1-dodecanoyl-2-tridecanoyl-sn-glycero-3-phosphocholine